2-[4-[6-[(4-Cyano-2-fluoro-phenyl)methoxy]-2-pyridinyl]-3-methyl-phenyl]acetic acid C(#N)C1=CC(=C(C=C1)COC1=CC=CC(=N1)C1=C(C=C(C=C1)CC(=O)O)C)F